CNS(=O)(=O)C1=CC=C2C(=CN3C(C2=C1)=NN=N3)C3=CC=C(C=C3)C(F)(F)F N-Methyl-6-(4-(trifluoromethyl)phenyl)tetrazolo[5,1-a]isoquinoline-9-sulfonamide